tert-butyl-dimethyl-[[(2R)-1-[4-chloro-1-(p-tolylsulfonyl)indazol-3-yl]-4,4-difluoro-pyrrolidin-2-yl]methoxy]silane C(C)(C)(C)[Si](OC[C@@H]1N(CC(C1)(F)F)C1=NN(C2=CC=CC(=C12)Cl)S(=O)(=O)C1=CC=C(C=C1)C)(C)C